CN(CCNC1=C2C(=NC(=N1)C1=CC=C(C=C1)NS(=O)(=O)C1=NC=CC=C1)NN=C2C)C N-[4-(4-[[2-(dimethylamino)ethyl]amino]-3-methyl-1H-pyrazolo[3,4-d]pyrimidin-6-yl)phenyl]pyridine-2-sulfonamide